Cl.FC=1C(=CC(=NC1)C(F)(F)F)N1CC2(CC1)CCNCC2 2-(5-fluoro-2-(trifluoromethyl)pyridin-4-yl)-2,8-diazaspiro[4.5]decane hydrochloride